1-propyl-1H-1,2,4-triazole C(CC)N1N=CN=C1